2-[3-(3-hydroxypropyl)-1,2-oxazol-5-yl]-3-methylbutanoic acid OCCCC1=NOC(=C1)C(C(=O)O)C(C)C